1-(2-methylthiazolo[5,4-b]pyridin-5-yl)ethan-1-ol methyl-(1-(6-(3,4-difluorophenyl)-4-(hydroxymethyl)pyridin-3-yl)-3-ethynylpiperidin-3-yl)carbamate CN(C(=O)OC(C)C1=CC=C2C(=N1)SC(=N2)C)C2(CN(CCC2)C=2C=NC(=CC2CO)C2=CC(=C(C=C2)F)F)C#C